C(C)(C)(C)OC(=O)N1CC2=C(C3=C(N=CN=C3Cl)S2)CC1 4-chloro-5,6-dihydropyrido[4',3':4,5]thieno[2,3-d]pyrimidine-7(8H)-carboxylic acid tert-butyl ester